ClC=1C=C(C=CC1Cl)C1=NN2C(NC=C(C2=N1)C)=O 2-(3,4-dichlorophenyl)-8-methyl[1,2,4]triazolo[1,5-c]pyrimidin-5(6H)-on